tert-butyl-(3R)-1-(4-(4-fluorophenyl)-2-hydroxycyclopentyl)piperidin C(C)(C)(C)C1N(CCCC1)C1C(CC(C1)C1=CC=C(C=C1)F)O